5-cyclohexene-1,2,4-triol C1(C(CC(C=C1)O)O)O